phenyl-dimethyl-silicon boron [B].C1(=CC=CC=C1)[Si](C)C